2,3-dimethylbenzene CC1=CC=CC=C1C